(2R,3R,4R,5S)-6-((4-(aminomethyl)benzyl)(hexyl)amino)hexane-1,2,3,4,5-penta-ol NCC1=CC=C(CN(C[C@@H]([C@H]([C@@H]([C@@H](CO)O)O)O)O)CCCCCC)C=C1